(2-(2-(4-fluorophenyl)-6-(((1R,5S,6R)-3-(4-(1-hydroxyethyl)-[2,4'-bithiazole]-5-carbonyl)-3-azabicyclo[3.1.0]hexan-6-yl)oxy)pyridin-4-yl)propan-2-yl)carbamate FC1=CC=C(C=C1)C1=NC(=CC(=C1)C(C)(C)NC([O-])=O)OC1[C@@H]2CN(C[C@H]12)C(=O)C1=C(N=C(S1)C=1N=CSC1)C(C)O